C(C)N(CCCCN(CC)CC)CC N,N,N',N'-tetraethyl-1,4-butylenediamine